C(C)(C)(C)OC(=O)N1CC[C@@H]2C[C@H]([C@@H]2C1)C(=O)O |r| (1SR,6RS,7RS)-4-tert-Butoxycarbonyl-4-azabicyclo[4.2.0]Octane-7-carboxylic acid